(bis(4-methoxybenzyl)amino)-N-methoxypyridinecarboxamide COC1=CC=C(CN(CC2=CC=C(C=C2)OC)C=2C(=NC=CC2)C(=O)NOC)C=C1